CC1=CC=CC(=N1)C1=NNC=C1C=1N=C2C(=CC=NC2=CC1)C1COC2(CCNC2)CN1 8-[6-[3-(6-methyl-2-pyridyl)-1H-pyrazol-4-yl]-1,5-naphthyridin-4-yl]-6-oxa-2,9-diazaspiro[4.5]decane